C(C)(C)(C)OC(=O)N1CCC(CC1)C1=C(C=CC(=C1)F)OC1CCOCC1 4-(5-fluoro-2-((tetrahydro-2H-pyran-4-yl)oxy)phenyl)piperidine-1-carboxylic acid tert-butyl ester